BrCCCCCCCCCC[N+]1(CCCCC1)C 1-(10-bromodecyl)-1-methylpiperidinium